NC1=NC(=C(C=2N1C(N(N2)CCC=2N(N=CC2)CC)=O)C2=CC(=NC(=C2)C)C)C2=CC=CC=C2 5-amino-8-(2,6-dimethyl-4-pyridinyl)-2-[2-(2-ethylpyrazol-3-yl)ethyl]-7-phenyl-[1,2,4]triazolo[4,3-c]pyrimidin-3-one